(2,3,3-trimethylbutyl)alumoxane CC(C[Al]1OCCCC1)C(C)(C)C